(2-bromo-4-methyl-3-thienyl)methanol BrC=1SC=C(C1CO)C